rel-(R)-N-[2-amino-5-(4-fluorophenyl)phenyl]-4-(cyclopropylsulfonimidoyl)benzamide NC1=C(C=C(C=C1)C1=CC=C(C=C1)F)NC(C1=CC=C(C=C1)[S@@](=O)(=N)C1CC1)=O |o1:22|